(E)-1-phenyl-3-styryl-1H-pyrazol-5-amine C1(=CC=CC=C1)N1N=C(C=C1N)\C=C\C1=CC=CC=C1